(3,5-bis-trifluoromethyl-phenyl)-N-[(3S,4R)-4-(4-chloro-phenyl)-1-(morpholine-4-carbonyl)-pyrrolidin-3-yl]-N-methyl-isobutyramide FC(C=1C=C(C=C(C1)C(F)(F)F)C(C(=O)N(C)[C@@H]1CN(C[C@H]1C1=CC=C(C=C1)Cl)C(=O)N1CCOCC1)(C)C)(F)F